(S)-(1-((4-(2,5-dimethylpyridin-4-yl)-3-fluorophenyl)amino)-1-oxo-3,3-diphenylpropan-2-yl)carbamic acid tert-butyl ester C(C)(C)(C)OC(N[C@H](C(=O)NC1=CC(=C(C=C1)C1=CC(=NC=C1C)C)F)C(C1=CC=CC=C1)C1=CC=CC=C1)=O